COC1=C(C=CC(=N1)N1C(N(C2(C1)CCN(CC2)CCC(F)(F)F)CC2=CC(=CC=C2)OC)=O)C=2C=NNC2 3-(6-methoxy-5-(1H-pyrazol-4-yl)pyridin-2-yl)-1-(3-methoxybenzyl)-8-(3,3,3-trifluoropropyl)-1,3,8-triazaspiro[4.5]decan-2-one